ClC=1C(=NC(=NC1)N(C)C1CCN(CC1)C1=CC=C2C(=NN(C2=C1)C)N1C(NC(CC1)=O)=O)NC=1C=C2C=C(C(N(C2=CC1)C)=O)OCC(=O)NC 2-[[6-[[5-Chloro-2-[[1-[3-(2,4-dioxohexahydropyrimidin-1-yl)-1-methyl-indazol-6-yl]-4-piperidyl]-methyl-amino]pyrimidin-4-yl]amino]-1-methyl-2-oxo-3-quinolyl]oxy]-N-methyl-acetamide